2-[(1R,2R,4S)-2-amino-7-azabicyclo[2.2.1]heptan-7-yl]-5-[8-chloro-2-(methyl-amino)quinolin-7-yl]-3-methyl-3H,4H,7H-pyrrolo[2,3-d]pyrimidin-4-one hydrochloride Cl.N[C@H]1[C@H]2CC[C@@H](C1)N2C=2N(C(C1=C(N2)NC=C1C1=CC=C2C=CC(=NC2=C1Cl)NC)=O)C